FC(CN1N=CC=2C1=NC(=CN2)N2CCC1(CCN(C1)C=1C=NC(=C(C1)F)C(F)(F)F)CC2)F 8-(1-(2,2-difluoroethyl)-1H-pyrazolo[3,4-b]pyrazin-6-yl)-2-(5-fluoro-6-(trifluoromethyl)pyridin-3-yl)-2,8-diazaspiro[4.5]decane